ClC1=CC(=C(COC2=CC=NN2C2CCNCC2)C=C1)F 4-(5-((4-chloro-2-fluorobenzyl)oxy)-1H-pyrazol-1-yl)piperidine